COCC(C(=O)O)P(=O)(O)O 3-methoxy-2-phosphonopropanoic acid